BrC=1C=C(C=CC1)CN1N=NN=C1 [(3-bromophenyl)methyl]-1H-1,2,3,4-tetrazole